(1R,3S,5S)-N-(4-([1,2,4]triazolo[1,5-a]pyrazin-6-yl)-5-(trifluoromethyl)pyridin-2-yl)-1-(1-methoxyethyl)-3-methyl-6-azabicyclo[3.1.1]heptane-6-carboxamide N=1C=NN2C1C=NC(=C2)C2=CC(=NC=C2C(F)(F)F)NC(=O)N2[C@H]1C[C@@H](C[C@@]2(C1)C(C)OC)C